FC=1C=CC(=C(C(=O)N(C(C)C)C(C)C)C1)N1C=C(C=2C1=CN=CC2)C(=O)C2CCN(CC2)C(=O)[C@H]2N[C@@H]1CC([C@H]2CC1)=C 5-Fluoro-N,N-diisopropyl-2-(3-(1-((1S,3S,4R)-5-methylene-2-azabicyclo[2.2.2]octane-3-carbonyl)piperidine-4-carbonyl)-1H-pyrrolo[2,3-c]pyridin-1-yl)benzamide